1-(chloromethyl)benzene ClCC1=CC=CC=C1